CN(C=1C=C2C(=CC(=CC2=CC1)C(=O)OCCCC)O)C n-Butyl 6-(dimethylamino)-4-hydroxy-2-naphthoate